C/C(/CO)=C/COC(C1=CC=CC=C1)(C1=CC=CC=C1)C1=CC=CC=C1 (Z)-2-methyl-4-(trityloxy)but-2-en-1-ol